FC=1C=C(C=C(C1OC1=C2C(=NC=C1)NC=C2C(F)(F)F)F)NC=2OC[C@H](N2)CO |r| (+/-)-{2-[(3,5-difluoro-4-{[3-(trifluoromethyl)-1H-pyrrolo[2,3-b]pyridin-4-yl]oxy}phenyl)amino]-4,5-dihydro-1,3-oxazol-4-yl}methanol